5-Chloro-3-[4-fluoro-2-(trifluoromethyl)phenyl]-1,2,4-thiadiazole ClC1=NC(=NS1)C1=C(C=C(C=C1)F)C(F)(F)F